2-(2-(4-(difluoromethyl)-1-(2-(trifluoromethoxy)phenyl)-1H-pyrazol-5-yl)-7-azaspiro[3.5]non-1-en-7-yl)-4-fluorobenzo[d]thiazole-6-carboxylic acid FC(C=1C=NN(C1C1=CC2(C1)CCN(CC2)C=2SC1=C(N2)C(=CC(=C1)C(=O)O)F)C1=C(C=CC=C1)OC(F)(F)F)F